S(=O)(=O)(O)CCCCCC[Si](OCC)(OCC)OCC sulfohexyl-triethoxysilane